C(C)(=O)NC=1NC(C2=C(N1)NC=C2CCC2=C(C(=O)O)C=CC=C2)=O [2-(2-acetamido-4,7-dihydro-4-oxo-3H-pyrrolo[2,3-d]pyrimidine-5-yl)ethyl]benzoic acid